N1=NC(=CC=C1)C1=CN=[N+](C=C1)CCC(=O)O 3-(4-pyridazin-3-ylpyridazin-1-ium-1-yl)propanoic acid